lauramide propyl-phosphate C(CC)OP(=O)(O)O.C(CCCCCCCCCCC)(=O)N